C(C)(C)(C)OC(N[C@H]1[C@H](CNCC1)F)=O ((3S,4R)-3-fluoropiperidin-4-yl)carbamic acid tert-butyl ester